NC1=NC(N(C=C1F)[C@H]1C[C@@H]([C@@](O1)(CCl)COP(=O)(OC1=CC=CC=C1)N[C@@H](C)C(=O)OC)O)=O Methyl ((((2R,3S,5R)-5-(4-amino-5-fluoro-2-oxopyrimidin-1(2H)-yl)-2-(chloromethyl)-3-hydroxytetrahydrofuran-2-yl)methoxy) (phenoxy)phosphoryl)-L-alaninate